C(C)(C)C=1C(=NNC1C=1C=C(C=2N(C1)N=CN2)OC)C=2SC(=C(N2)C)C2CCC(CC2)NCCOC 4-(2-(4-isopropyl-5-(8-methoxy-[1,2,4]triazolo[1,5-a]pyridin-6-yl)-1H-pyrazol-3-yl)-4-methylthiazol-5-yl)-N-(2-methoxyethyl)cyclohexan-1-amine